ClC1=C(C=C(C=C1)CN1N=NC(=C1)C1=C(N=C2N1C=CC=C2)C2=CC=C(C=C2)Cl)C(CC)=O 1-(2-Chloro-5-((4-(2-(4-chlorophenyl)imidazo[1,2-a]pyridin-3-yl)-1H-1,2,3-triazol-1-yl)methyl)phenyl)propan-1-one